COCC(C)(C)NC(=O)[C@@H]1CN(CC[C@H]1NC(=O)C1=NOC(=C1)C1=C(C=C(C=C1F)F)F)CC1CC1 (3R,4R)-1-Cyclopropylmethyl-4-{[5-(2,4,6-trifluoro-phenyl)-isoxazole-3-carbonyl]-amino}piperidine-3-carboxylic acid (2-methoxy-1,1-dimethyl-ethyl)-amide